3-chloro-2'',3''-difluoro-4-((1S,2S)-2-(5-fluoropyridin-3-yl)cyclopropyl)-5',6-dimethyl-2H-[1,4':2',4''-terpyridin]-2-one ClC=1C(N(C(=CC1[C@@H]1[C@H](C1)C=1C=NC=C(C1)F)C)C1=CC(=NC=C1C)C1=C(C(=NC=C1)F)F)=O